2-chloro-3-(6,8-difluoro-1,2,3,4-tetrahydronaphthalen-1-yl)-6-methanesulfonylbenzonitrile ClC1=C(C#N)C(=CC=C1C1CCCC2=CC(=CC(=C12)F)F)S(=O)(=O)C